tert-butyl (3S,4S)-4-amino-3-hydroxypiperidine-1-carboxylate N[C@@H]1[C@H](CN(CC1)C(=O)OC(C)(C)C)O